methyl 8-((5-((tert-butoxycarbonyl)amino)pentyl)amino)-8-oxooctanoate C(C)(C)(C)OC(=O)NCCCCCNC(CCCCCCC(=O)OC)=O